C(C1=CC=CC=C1)OC=1C=C2C[C@H](N([C@@H](C2=CC1)C1=C(C=C(C=C1F)Br)F)CC(F)(F)F)C (1S,3R)-6-(benzyloxy)-1-(4-bromo-2,6-difluorophenyl)-3-methyl-2-(2,2,2-trifluoroethyl)-1,2,3,4-tetrahydroisoquinoline